OCCCCCOC1=C(C=CC(=C1)C)S(=O)(=O)N1[C@@H](CCC1)C(=O)OC(C)(C)C tert-butyl ((2-((5-hydroxypentyl)oxy)-4-methyl phenyl)sulfonyl)-L-prolinate